1-(3-methyl-4-(oxetan-3-yloxy)phenyl)ethan-1-ol CC=1C=C(C=CC1OC1COC1)C(C)O